BrC1=C(C2=C(NC(N2)=O)C=C1)Cl 5-bromo-4-chloro-1,3-dihydro-2H-benzo[d]imidazol-2-one